(S)-1,3-dimethyl-N-(6-(5-methyl-1,2,4-oxadiazol-3-yl)-2,3-dihydrobenzofuran-3-yl)-1H-pyrazole-4-carboxamide CN1N=C(C(=C1)C(=O)N[C@@H]1COC2=C1C=CC(=C2)C2=NOC(=N2)C)C